methyl (1R,3S,4R)-3-(tert-butoxycarbonylamino)-4-hydroxy-cyclopentanecarboxylate C(C)(C)(C)OC(=O)N[C@H]1C[C@H](C[C@H]1O)C(=O)OC